Cl.N1CC(CC1)CN1C(=NC=C1)C=O 1-(PYRROLIDIN-3-YLMETHYL)-2-FORMYLIMIDAZOLE HCL